CN1C(=CC2=C(C=CC=C12)N1CCC(CC1)C(NCC1=CC(=CC=C1)C(F)(F)F)=O)C(=O)O.C(C)(C)(C)OC(=O)NCCCC[C@H](N)C(=O)O Nε-((tertbutoxy)carbonyl)-L-lysine methyl-4-(4-((3-(trifluoromethyl)benzyl)carbamoyl)piperidin-1-yl)-1H-indole-2-carboxylate